6-hydroxy-3,4-dihydro-2H-benzo[e][1,2]thiazine 1,1-dioxide OC=1C=CC2=C(CCNS2(=O)=O)C1